CN(C)C1=NC2=C(C(=O)N1)N=CN2C3C(C(C(O3)CO)O)O N-dimethylguanosine